ClC1=C2C(=NC=N1)N(N=C2)C2=C(C=C(C=C2)F)OC2CC(C2)OC 4-chloro-1-[4-fluoro-2-(3-methoxycyclobutoxy)phenyl]pyrazolo[3,4-d]pyrimidine